C(C)(C)C1C(OC(=NO1)C1CCNCC1)CN1CCCCC1 rac-6-isopropyl-5-(piperidin-1-ylmethyl)-3-(piperidin-4-yl)-5,6-dihydro-1,4,2-dioxazine